FC=1C=C(C=C(C1)C=1N=NN(N1)CC1=C(C=CC(=C1)OC(F)(F)F)F)[C@@](CS(=O)(=O)N)(C)O |o1:25| (R or S)-2-(3-fluoro-5-(2-(2-fluoro-5-(trifluoromethoxy)benzyl)-2H-tetrazol-5-yl)phenyl)-2-hydroxypropane-1-sulfonamide